8-fluoro-7-(8-fluoro-3-hydroxynaphthalen-1-yl)-2-(((2R,7aS)-2-fluorotetrahydro-1H-pyrrolizin-7a(5H)-yl)methoxy)quinoline-3-carbonitrile FC=1C(=CC=C2C=C(C(=NC12)OC[C@]12CCCN2C[C@@H](C1)F)C#N)C1=CC(=CC2=CC=CC(=C12)F)O